OC(C(=O)[O-])CCC(=O)[O-] 2-HYDROXYGLUTARAT